C(C)(C)C1=CC=C(C=C1)C=1N=C2N(C=CC=N2)C1CN1CC2COCC(C1)N2C(=O)OC(C)(C)C tert-Butyl 7-{[2-(4-isopropylphenyl)imidazo[1,2-a]pyrimidin-3-yl]methyl}-3-oxa-7,9-diazabicyclo[3.3.1]nonane-9-carboxylate